bis[4-(3,4-dihydro-2H-1,3-benzoxazin-3-yl)cyclohexyl]methane O1CN(CC2=C1C=CC=C2)C2CCC(CC2)CC2CCC(CC2)N2COC1=C(C2)C=CC=C1